potassium nitraminotetrazolate N([N+](=O)[O-])N1N=NN=C1C(=O)[O-].[K+]